ClC=1C=C2C(=CC1Cl)NC([C@]21CN(CC1)C(=O)[C@H]1CN[C@H](C1)CO)=O (S)-5,6-dichloro-1'-((3R,5R)-5-(hydroxymethyl)pyrrolidine-3-carbonyl)spiro[indoline-3,3'-pyrrolidin]-2-one